O1CC(C1)OC=1C=NN(C1)C(C1=CC=CC=C1)(C1=CC=CC=C1)C1=CC=CC=C1 4-(oxetan-3-yloxy)-1-trityl-1H-pyrazole